(S)-4-benzyl-4,5-dihydro-oxazole C(C1=CC=CC=C1)[C@@H]1N=COC1